C(C)(C)(C)OC(=O)N1CCC(CC1)(C(NOC[C@@H](CN1CCCCC1)O)=O)CC=1C=NC=C(C1)F |r| Rac-4-[(5-fluoro-3-pyridinyl)methyl]-4-[[2-hydroxy-3-(1-piperidinyl)propoxy]carbamoyl]piperidine-1-carboxylic acid tert-butyl ester